(R)-6-(3-(3,5-difluorophenyl)isoxazolidin-2-yl)-N-(4-(1-methyl-1H-pyrazol-5-yl)-2,3-dihydrobenzofuran-7-yl)pyrimidin-4-amine FC=1C=C(C=C(C1)F)[C@@H]1N(OCC1)C1=CC(=NC=N1)NC1=CC=C(C=2CCOC21)C2=CC=NN2C